COCCN1C(=NC2=C1C=C(C=C2)C=2C=C(C(N(C2)C)=O)C)C 5-[3-(2-methoxyethyl)-2-methyl-benzimidazol-5-yl]-1,3-dimethylpyridin-2-one